2-fluoro-N'-((1,2,3,5,6,7-hexahydro-s-indacen-4-yl)carbamoyl)-4-((methyl-amino)methyl)benzene-sulfonimidamide FC1=C(C=CC(=C1)CNC)S(=O)(N)=NC(NC1=C2CCCC2=CC=2CCCC12)=O